C(CCCCCCCCCCC)N=CCC(=O)[O-].[Na+] sodium N-lauryl-β-iminopropionate